(R)-N-(8-fluoro-6-oxo-1,4,5,6-tetrahydro-2H-pyrano[3,4-c]isoquinolin-1-yl)-N-methyl-2,3-dihydro-1H-indene-5-carboxamide FC=1C=CC=2C3=C(NC(C2C1)=O)COC[C@@H]3N(C(=O)C=3C=C1CCCC1=CC3)C